N1(CCC1)C(=O)NC=1C=CC(=C(C1)N1N=C2N=CC=CC2=C1)F 2-{5-[(azetidine-1-carbonyl)amino]-2-fluorophenyl}-2H-pyrazolo[3,4-b]pyridin